(S)-3-((6'-Chloro-3-fluoro-5-((4-(2-hydroxypropan-2-yl)piperidin-1-yl)methyl)-[2,3'-bipyridin]-4'-yl)amino)butan-1-ol ClC1=CC(=C(C=N1)C1=NC=C(C=C1F)CN1CCC(CC1)C(C)(C)O)N[C@H](CCO)C